O=C1NC2=CC=CC=C2C12C(C2)C(=O)N oxospiro[cyclopropane-1,3'-indoline]-2-carboxamide